CC(CCCCOC(CCCCCCC(=O)O)=O)C 8-((5-Methylhexyl)oxy)-8-oxooctanoic acid